NC1=CC(=C(C=C1)C=1C(=NC=C(C1)C1=CC(=C(C=C1)OC[C@@H]1OCCOC1)OC)N)F 3-(4-amino-2-fluorophenyl)-5-{4-[(2R)-1,4-dioxan-2-ylmethoxy]-3-methoxyphenyl}pyridin-2-amine